azouracil C1=CNC(=O)N(C1=O)N=NN2C(=O)C=CNC2=O